2,2-difluoro-2-iodo-1-(1-naphthyl)-ethan-1-one FC(C(=O)C1=CC=CC2=CC=CC=C12)(I)F